NC=1N=C(SC1C(C1=CC=C(C=C1)OC(F)F)=O)N(C1=CC=C(C=C1)Cl)[C@H](C(=O)N)C (S)-2-(N-[4-amino-5-[4-(difluoromethoxy)benzoyl]thiazol-2-yl]-4-chloro-anilino)propanamide